5-(1,8-diazaspiro[4.5]decan-1-ylmethyl)-2-(trifluoromethyl)benzamide N1(CCCC12CCNCC2)CC=2C=CC(=C(C(=O)N)C2)C(F)(F)F